CC1=CNC2=CC=C(C=C12)CN (3-methyl-1H-indol-5-yl)methanamine